(R)-2-fluoro-4-(1-methyl-1H-1,2,3-triazol-4-yl)-N-(8-methylisoquinolin-1-yl)-N-(piperidin-3-yl)benzamide FC1=C(C(=O)N([C@H]2CNCCC2)C2=NC=CC3=CC=CC(=C23)C)C=CC(=C1)C=1N=NN(C1)C